4-Fluoro-N-methyl-6-(2-methylimidazo[1,2-b]pyridazin-6-yl)-N-[(2S,4R)-2-methylpiperidin-4-yl]-1,3-benzothiazol-2-amin-Hydrochlorid Cl.FC1=CC(=CC2=C1N=C(S2)N([C@H]2C[C@@H](NCC2)C)C)C=2C=CC=1N(N2)C=C(N1)C